C(CCCCCCC)(S)S octanediothiol